6-((4-((S)-3-(4-chlorophenyl)isoxazolidine-2-carbonyl)cyclohexyl)amino)pyrimidine-4-carboxamide ClC1=CC=C(C=C1)[C@H]1N(OCC1)C(=O)C1CCC(CC1)NC1=CC(=NC=N1)C(=O)N